C(C)(=O)N1CC(CC1)OC=1C=CC(=NC1C)C1=CNC2=C(C=CC=C12)C#N 3-[5-[(1-acetylpyrrolidin-3-yl)oxy]-6-methylpyridin-2-yl]-1H-indole-7-carbonitrile